cis-N-ethyl-N-[3-[(6-(4-hydroxyphenyl)-1-(tetrahydro-2H-pyran-2-yl)-1H-indazole-4-yl)oxy]cyclobutyl]carbamate C(C)N(C([O-])=O)[C@@H]1C[C@@H](C1)OC1=C2C=NN(C2=CC(=C1)C1=CC=C(C=C1)O)C1OCCCC1